FC(C1SCOC2=C1C=CC(=C2)C(=O)O)(F)F 4-(trifluoromethyl)-1,3-benzoxathiane-7-carboxylic acid